[NH4+].COC1=CC=C(C(=O)[O-])C=C1 Para-methoxybenzoic acid ammonium salt